n-eicosyl-methacrylamide C(CCCCCCCCCCCCCCCCCCC)C=C(C(=O)N)C